1-[4-chloro-6-(trifluoromethyl)-3-pyridyl]-3-[(1S)-1-(2-pyrazin-2-yl-1,2,4-triazol-3-yl)ethyl]urea ClC1=C(C=NC(=C1)C(F)(F)F)NC(=O)N[C@@H](C)C=1N(N=CN1)C1=NC=CN=C1